C(N)(=O)C1=CC(=C(C=C1)C1=CC(=CC(=C1)O)CN1[C@H](COCC1)C(=O)N[C@@H](C)C1=CC=C(C(=O)O)C=C1)C 4-((S)-1-((R)-4-((4'-carbamoyl-5-hydroxy-2'-methyl-[1,1'-biphenyl]-3-yl)methyl)morpholine-3-carboxamido)ethyl)benzoic acid